OC[C@@H](CN1C(CCC1)=O)NC(OC(C)(C)C)=O |o1:2| tert-butyl (R*)-(1-hydroxy-3-(2-oxopyrrolidin-1-yl)propan-2-yl)carbamate